O1OC1 dioxirene